[N+](=O)([O-])C1=C(C(=CC(=C1)[N+](=O)[O-])[N+](=O)[O-])F 2,4,6-trinitrofluorobenzene